FC1=CC(=C2CN(C(C2=C1)=O)C1C(NC(CC1)=O)=O)C1CCN(CC1)CCCCCCCOC1=C(C=CC(=C1)C1CNC(C1)=O)OC 3-(6-fluoro-4-(1-(7-(2-methoxy-5-(5-oxopyrrolidin-3-yl)phenoxy)heptyl)piperidin-4-yl)-1-oxoisoindolin-2-yl)piperidine-2,6-dione